CP(=O)(O)CC(C(=O)O)CCC(=O)O 2-[[methylhydroxyphosphinyl]methyl]pentanedioic acid